FC=1C=C2CCC[C@@H](C2=CC1)N (S)-6-fluoro-1,2,3,4-tetrahydro-naphthalen-1-amine